2-(6-bromo-4-isopropoxy-1-oxo-phthalazin-2-yl)acetic acid methyl ester COC(CN1C(C2=CC=C(C=C2C(=N1)OC(C)C)Br)=O)=O